FC[C@]1(C[C@]2(CN(C(O2)=O)C2=NC=C(N=C2)C(C)(C)O)CCC1)CN1C=NC2=C1C=C(C=C2)C#N |r| rac-1-(((5S,7R)-7-(fluoromethyl)-3-(5-(2-hydroxypropan-2-yl)pyrazin-2-yl)-2-oxo-1-oxa-3-azaspiro[4.5]decan-7-yl)methyl)-1H-benzo[d]imidazole-6-carbonitrile